[Fe].[Si].[Ca].[Mg].[Na] sodium magnesium calcium silicon iron